FC1=C(C=C(C=C1)N1C(=NOC1=O)C=1C=CC=2N(C1)C(=CN2)I)OC 4-(4-fluoro-3-methoxy-phenyl)-3-(3-iodoimidazo[1,2-a]pyridin-6-yl)-1,2,4-oxadiazol-5-one